BrC1=CC2=C(NCCCCO2)C(=C1)I 9-bromo-7-iodo-3,4,5,6-tetrahydro-2H-1,6-benzoxazocine